N1=CN=C2N=CNC2=C1N[C@@H]1[C@H]([C@@H]([C@H]([C@@H](O1)CO)NC(C(=CC1=CC=C(C=C1)OC)N)=O)O)O (S)-N-((2R,3R,4R,5S,6S)-6-((7H-purin-6-yl)amino)-4,5-dihydroxy-2-(hydroxymethyl)tetrahydro-2H-pyran-3-yl)-2-amino-3-(4-methoxyphenyl)propenamide